N1-[2-(didodecylamino)ethyl]-N1,N4,N4-tri-dodecyl-1,4-piperazinediethylamine C(CCCCCCCCCCC)N(CCN(CCN1CCN(CC1)CCN(CCCCCCCCCCCC)CCCCCCCCCCCC)CCCCCCCCCCCC)CCCCCCCCCCCC